tert-butyl 1-(2-chlorophenyl)isoindoline-2-carboxylate ClC1=C(C=CC=C1)C1N(CC2=CC=CC=C12)C(=O)OC(C)(C)C